[N+](#[C-])C1=C(C=C(C(=C1)OC)[N+](=O)[O-])OC 1-ISOCYANO-2,5-DIMETHOXY-4-NITRO-BENZENE